3-(2,5-dimethoxy-3,4,6-trimethylphenyl)propyl ((S)-4-((S)-2-amino-3-methylbutanamido)-5-(isopropylamino)-5-oxopentyl)carbamate N[C@H](C(=O)N[C@@H](CCCNC(OCCCC1=C(C(=C(C(=C1C)OC)C)C)OC)=O)C(=O)NC(C)C)C(C)C